6-(2-amino-5-(3-((ethyl(methyl)amino)meth-yl)-4-(tetrahydro-2H-pyran-4-yl)phenyl)-6-fluoropyridin-3-yl)-7-fluoro-3,4-dihydroisoquinolin-1(2H)-one NC1=NC(=C(C=C1C=1C=C2CCNC(C2=CC1F)=O)C1=CC(=C(C=C1)C1CCOCC1)CN(C)CC)F